(2R,3R,4R,5S)-1-(((R)-1-(benzo[d]thiazol-4-yl)pyrrolidin-3-yl)methyl)-2-(hydroxymethyl)piperidine-3,4,5-triol S1C=NC2=C1C=CC=C2N2C[C@H](CC2)CN2[C@@H]([C@H]([C@@H]([C@H](C2)O)O)O)CO